ClC=1C=C(C=CC1)N[C@H](C(=O)N1[C@@H]2CC([C@H]([C@H]1C(=O)N[C@@H](C[C@H]1C(NCCC1)=O)C#N)CC2)(F)F)CC2CC2 (1S,3S,4S)-2-((S)-2-((3-chlorophenyl)amino)-3-cyclopropylpropanoyl)-N-((S)-1-cyano-2-((S)-2-oxopiperidin-3-yl)ethyl)-5,5-difluoro-2-azabicyclo[2.2.2]octane-3-carboxamide